FC1=C(CNC(=O)C=2C(C(=C3N(C[C@@H]4OCC[C@H](N4C3=O)C)C2)O)=O)C=CC(=C1)F (4R,12aS)-N-(2,4-difluorobenzyl)-7-hydroxy-4-methyl-6,8-dioxo-3,4,6,8,12,12a-hexahydro-2H-pyrido[1',2':4,5]pyrazino[2,1-b][1,3]oxazine-9-carboxamide